C1(CC1)C=1N=NN(C1)[C@H](C(=O)N1[C@@H](C[C@H](C1)O)C(=O)NC(C)C1=CC(=CC=C1)N1S(CCC1)(=O)=O)C(C)(C)C (2S,4r)-1-[(2S)-2-(4-cyclopropyl-triazol-1-yl)-3,3-dimethyl-butyryl]-N-[1-[3-(1,1-dioxo-1,2-thiazolidin-2-yl)phenyl]ethyl]-4-hydroxy-pyrrolidine-2-carboxamide